3-(5-chloro-1,3-thiazol-2-yl)-5-[(3S)-tetrahydro-furan-3-yloxy]benzoic acid methyl ester COC(C1=CC(=CC(=C1)O[C@@H]1COCC1)C=1SC(=CN1)Cl)=O